(R)-4-(4-(5-(1-(3,5-Dichloropyridin-4-yl)ethoxy)-1H-indazol-3-yl)phenyl)-1-imino-1λ6-thiomorpholine 1-oxide ClC=1C=NC=C(C1[C@@H](C)OC=1C=C2C(=NNC2=CC1)C1=CC=C(C=C1)N1CCS(CC1)(=N)=O)Cl